2-{7-[4-({[4-(5,6-dimethoxypyridazin-3-yl)phenyl]methyl}amino)cyclohexyl]pyrrolo[2,1-f][1,2,4]triazin-5-yl}-N,N-diisopropylbenzamide COC=1C=C(N=NC1OC)C1=CC=C(C=C1)CNC1CCC(CC1)C1=CC(=C2C=NC=NN21)C2=C(C(=O)N(C(C)C)C(C)C)C=CC=C2